FC=1C=NC=C(C1C(=O)O)NC1=C(C=C(C=C1)I)F 3-fluoro-5-[(2-fluoro-4-iodophenyl)amino]pyridine-4-carboxylic acid